ClC1=CC=C(C=C(C(=O)O)F)C=C1 4-chlorofluorocinnamic acid